C12(CC3CC(CC(C1)C3)C2)CC(=O)NCCC=2C=C(C=CC2)C2=NC=3N(C(=C2)N2CCN(CC2)C(=O)OCC2=CC=CC=C2)N=C(C3C3=CC=CC=C3)C Benzyl 4-(5-(3-(2-(2-((3r,5r,7r)-adamantan-1-yl)acetamido)ethyl)phenyl)-2-methyl-3-phenylpyrazolo[1,5-a]pyrimidin-7-yl)piperazine-1-carboxylate